1H-pyrrolo[2,3-b]Pyridine-2-Formamide N1C(=CC=2C1=NC=CC2)C(=O)N